COC(C1=C(C=CC=C1)C1=CC(N(C(=C1)CC(C1=CC=CC=C1)O)CC1=CC=CC=C1)=O)=O 2-(1-benzyl-6-(2-hydroxy-2-phenylethyl)-2-oxo-1,2-dihydropyridin-4-yl)benzoic acid methyl ester